C(C)N1N=C(C=C1)C1=CC=CC=C1 1-Ethyl-3-phenyl-1H-pyrazole